Methyl {(6S)-4-[4'-({[4-(chlorosulfonyl)-3-fluorophenyl]methyl}carbamoyl) [1,1'-biphenyl]-4-yl]-2,3,9-trimethyl-6H-thieno[3,2-f][1,2,4]triazolo[4,3-a][1,4]diazepin-6-yl}acetate ClS(=O)(=O)C1=C(C=C(C=C1)CNC(=O)C1=CC=C(C=C1)C1=CC=C(C=C1)C1=N[C@H](C=2N(C3=C1C(=C(S3)C)C)C(=NN2)C)CC(=O)OC)F